C(C1=CC=CC=C1)OC(=O)C1CC(C1)CCC(C)=O 3-(3-oxobutyl)cyclobutane-1-carboxylic acid benzyl ester